3-(5-(2-fluoro-4-((1-fluoropropan-2-ylamino)methyl)phenyl)-1,3,4-oxadiazol-2-yl)pyrazin-2-amine FC1=C(C=CC(=C1)CNC(CF)C)C1=NN=C(O1)C=1C(=NC=CN1)N